COC=1C=C2CCNC(C2=CC1OC)C1=C(N(C)C)C=CC=C1 (6,7-dimethoxy-1,2,3,4-tetrahydroisoquinoline-1-yl)-N,N-dimethylaniline